(2-{[5-tert-Butyl-7-(3,3-difluoropyrrolidin-1-yl)-3H-[1,2,3]triazolo[4,5-d]pyrimidin-3-yl]methyl}phenyl)methansulfonylfluorid C(C)(C)(C)C=1N=C(C2=C(N1)N(N=N2)CC2=C(C=CC=C2)CS(=O)(=O)F)N2CC(CC2)(F)F